CN1CCN(CC1)CC1=C(C=C(C=C1)NC(C1=CN=CC(=C1)C#CC1=CN=C2N1N=C(C=C2)OC2CC(OC(C2)(C)C)(C)C)=O)C(F)(F)F N-(4-((4-Methylpiperazin-1-yl)methyl)-3-(trifluoromethyl)phenyl)-5-((6-((2,2,6,6-tetramethyltetrahydro-2H-pyran-4-yl)oxy)imidazo[1,2-b]pyridazin-3-yl)ethynyl)nicotinamide